4-(1-carbamimidoyl-1,2,3,6-tetrahydropyridin-4-yl)-N-(4-(4-carbamimidoylpiperazin-1-yl)-3-methylphenyl)-2-methoxybenzamide C(N)(=N)N1CCC(=CC1)C1=CC(=C(C(=O)NC2=CC(=C(C=C2)N2CCN(CC2)C(N)=N)C)C=C1)OC